F[C@@]12[C@]3(C=CCC=C3CC[C@H]1[C@@H]1C[C@H]([C@](CCO)([C@]1(C[C@@H]2O)C)O)C)C 9-fluoro-11β,17,21-trihydroxy-16α-methylpregna-1,4-diene